ClC=1C=C(C=C(C1OC=1C=C2CCN(C(C2=CC1)=O)C1=CC=C(C=C1)F)Cl)N1N=C(C(NC1=O)=O)C#N (3,5-dichloro-4-((1-oxo-2-(4-fluorophenyl)-1,2,3,4-tetrahydroisoquinolin-6-yl)oxy)phenyl)-3,5-dioxo-2,3,4,5-tetrahydro-1,2,4-triazine-6-carbonitrile